(S)-9-(5-Chloro-thiophen-2-ylmethyl)-2-(3-hydroxymethyl-morpholin-4-yl)-8-trifluoromethyl-6,7,8,9-tetrahydro-pyrimido[1,2-a]-pyrimidin-4-one ClC1=CC=C(S1)CN1[C@@H](CCN2C1=NC(=CC2=O)N2C(COCC2)CO)C(F)(F)F